FC1(CCN(CC1)C1=CC=CC(=N1)C=1N=NN(C1)C1=C(C=C(C=C1)NS(=O)(=O)C)N1CCC(CC1)C)F N-(4-(4-(6-(4,4-difluoropiperidin-1-yl)pyridin-2-yl)-1H-1,2,3-triazol-1-yl)-3-(4-methylpiperidin-1-yl)phenyl)methanesulfonamide